C(C)(C)(C)OC(=O)N(C(OC(C)(C)C)=O)CCOCCOCCCO tert-butyl N-tert-butoxycarbonyl-N-[2-[2-(3-hydroxypropoxy) ethoxy]ethyl]carbamate